C(CCCCCCC)OC(=S)[S-].C(C)[N+]1(CCCC1)C 1-ethyl-1-methylpyrrolidinium octyl-xanthate